NC[C@H](C1=CC=CC=C1)NC(=O)C=1SC(=CC1)C1=C2C(=NC=C1)NC=C2 N-[(1S)-2-amino-1-phenylethyl]-5-(1H-pyrrolo[2,3-b]pyridin-4-yl)thiophene-2-carboxamide